tert-butyl ((4-chloro-6-(4-fluorophenyl)pyridin-3-yl)methyl)carbamate ClC1=C(C=NC(=C1)C1=CC=C(C=C1)F)CNC(OC(C)(C)C)=O